C(C)(C)(C)[Si](O[C@@H]([C@H](CC#N)OC1CCCC1)C1=CC(=C(C=C1)C)OC)(C)C (3s,4r)-4-[tert-butyl-(dimethyl)silyl]oxy-3-(cyclopentyloxy)-4-(3-methoxy-4-methyl-phenyl)butyronitrile